C(#N)C(N1CCC(CC1)N(S(=O)(=O)C)CC(=O)NCC(NCC#C)=O)C1=CC=CC2=CC=CC=C12 2-(N-(1-(cyano(naphthalen-1-yl)methyl)piperidin-4-yl)methylsulfonamido)-N-(2-oxo-2-(prop-2-yn-1-ylamino)ethyl)acetamide